CN1CC(CCC1)C1=CC=C(C(=O)NC=2C=NC(=C(C2)NC2=NC=CC(=N2)C=2C=NC=CC2)C)C=C1 4-(1-Methyl-piperidin-3-yl)-N-[6-methyl-5-(4-pyridin-3-yl-pyrimidin-2-ylamino)-pyridin-3-yl]-benzamide